CNC(C)C1=CN=NC=C1 methyl(1-pyridazin-4-ylethyl)amine